N-methyl-2'-oxo-2-(tetrahydro-2H-pyran-4-yl)-2',3'-dihydro-1'H-[1,5'-bi-benzo[d]imidazole]-5-carboxamide CNC(=O)C1=CC2=C(N(C(=N2)C2CCOCC2)C2=CC3=C(NC(N3)=O)C=C2)C=C1